CC1=CC(=O)C2C3C1C2(CC[C@H]3C(C)C)C The molecule is a sesquiterpenoid isolated from Cyperus rotundus and Cyperus articulatus and has been shown to exhibit antiplasmodial activity. It has a role as a metabolite and an antiplasmodial drug. It is an enone, a sesquiterpenoid and a bridged compound.